3-((2-chloropyridin-3-yl)methyl)-1-methyl-1H-pyrazole-5-carbonitrile ClC1=NC=CC=C1CC1=NN(C(=C1)C#N)C